(3-(3-(1-methyl-1H-pyrazol-4-yl)-4-oxo-3,4-dihydro-phthalazin-1-yl)phenyl)ethylsulphonamide CN1N=CC(=C1)N1N=C(C2=CC=CC=C2C1=O)C=1C=C(C=CC1)CCS(=O)(=O)N